1-((3S)-4-(3-chloro-2-(2-fluorophenyl)-7-(hydroxymethyl)-1,6-naphthyridin-5-yl)-3-methyl-1-piperazinyl)-2-propen-1-one ClC=1C(=NC2=CC(=NC(=C2C1)N1[C@H](CN(CC1)C(C=C)=O)C)CO)C1=C(C=CC=C1)F